N-(3-chloro-4-fluorophenyl)-1-methyl-4-(5-(pyrimidin-2-ylamino)octahydro-pentalen-2-yl)-1H-imidazole-5-carboxamide ClC=1C=C(C=CC1F)NC(=O)C1=C(N=CN1C)C1CC2CC(CC2C1)NC1=NC=CC=N1